6-fluoro-4-(4-fluorophenyl)-N-(pyrrolidine-3-ylmethyl)-3,4-dihydroquinoxaline-1(2H)-carboxamide FC=1C=C2N(CCN(C2=CC1)C(=O)NCC1CNCC1)C1=CC=C(C=C1)F